FC(CNCCCCC1=CC=C2CCCN(C2=N1)C(=O)OC(C)(C)C)F tert-butyl 7-(4-((2,2-difluoroethyl)amino) butyl)-3,4-dihydro-1,8-naphthyridine-1(2H)-carboxylate